C(=O)O.C(#N)C[C@@H]1N(CCN(C1)C1=NC(=NC=2C[C@H](CCC12)C1=CC=CC2=CC=CC=C12)OC[C@H]1N(CCC1)C)C(C=CC=O)C#N ((S)-2-(cyanomethyl)-4-((S)-2-(((S)-1-methylpyrrolidin-2-yl)methoxy)-7-(naphthalen-1-yl)-5,6,7,8-tetrahydroquinazolin-4-yl)piperazin-1-yl)-4-oxobut-2-enecarbonitrile formate